COC1=CC=C(C=C1)C1=CC=C(N=N1)NC1C[C@@H]2[C@@H](CN(C2)CC2CCOCC2)C1 (3aR,5s,6aS)-N-[6-(4-methoxyphenyl)pyridazin-3-yl]-2-(tetrahydropyran-4-ylmethyl)-3,3a,4,5,6,6a-hexahydro-1H-cyclopenta[c]pyrrol-5-amine